N1=C(C=CC=C1)NC=1SC=C(N1)C1=CC=C(C=C1)OC(F)(F)F N-(Pyridin-2-yl)-4-(4-(trifluoromethoxy)phenyl)thiazol-2-amin